S(=O)(=O)(O)C1=CC=C(C=C1)/C=C/C(=O)C1=CC=C(OCC(=O)O)C=C1 2-[4-[(E)-3-(4-Sulfophenyl)prop-2-enoyl]phenoxy]acetic acid